FC(C=1C=C(C=CC1F)N1C(=NOC1=O)C1=NON=C1NCCSC)F 4-(3-(difluoromethyl)-4-fluorophenyl)-3-(4-((2-(methylsulfanyl)ethyl)amino)-1,2,5-oxadiazol-3-yl)-1,2,4-oxadiazol-5(4H)-one